bromomethyl-5-(4-fluorophenyl)thiophene BrCC=1SC(=CC1)C1=CC=C(C=C1)F